6-bromo-4-[2-(5-fluoro-2-pyridyl)-2-hydroxy-ethoxy]pyrazolo[1,5-a]pyridine-3-carbonitrile BrC=1C=C(C=2N(C1)N=CC2C#N)OCC(O)C2=NC=C(C=C2)F